tert-Butyl (6R)-6-hydroxy-4-(2-nitrophenyl)sulfonyl-1,4-diazepane-1-carboxylate O[C@H]1CN(CCN(C1)C(=O)OC(C)(C)C)S(=O)(=O)C1=C(C=CC=C1)[N+](=O)[O-]